(S)-methylcysteine CN[C@H](CS)C(=O)O